ClC=1C(=C(C=CC1)S(=O)(=O)NC=1C=C2C(N(CC2=CC1)C1C(NC(CC1)=O)=O)=O)C 3-chloro-N-(2-(2,6-dioxopiperidin-3-yl)-3-oxoisoindolin-5-yl)-2-methyl-benzenesulfonamide